4-(5-(3,5-dichlorophenyl)-5-(trifluoromethyl)-4,5-dihydroisoxazol-3-yl)-N-(1-(2-methoxyethyl)-5-(trifluoromethyl)-1H-1,2,4-triazol-3-yl)-2-methylbenzamide ClC=1C=C(C=C(C1)Cl)C1(CC(=NO1)C1=CC(=C(C(=O)NC2=NN(C(=N2)C(F)(F)F)CCOC)C=C1)C)C(F)(F)F